2-fluoro-5'-formyl-2'-hydroxy-[1,1'-biphenyl] FC1=C(C=CC=C1)C1=C(C=CC(=C1)C=O)O